2-Chloro-6-(5-chloropyridyl)-8-(1-methyl-1H-pyrazol-4-yl)-[1,2,4]triazolo[1,5-a]Pyrazine ClC1=NN2C(C(=NC(=C2)C2=NC=C(C=C2)Cl)C=2C=NN(C2)C)=N1